tert-butyl 4-[3-(2,3-dichlorophenyl)-5-(hydroxymethyl)-1H-pyrazolo[3,4-b]pyrazine-6-yl]piperazine-1-carboxylate ClC1=C(C=CC=C1Cl)C1=NNC2=NC(=C(N=C21)CO)N2CCN(CC2)C(=O)OC(C)(C)C